tri-butyl acetyl-citrate C(C)(=O)C(C(=O)OCCCC)C(O)(C(=O)OCCCC)CC(=O)OCCCC